2-((5-(2-(5-chloropyridin-2-yl)-2-methylbenzo[d][1,3]dioxol-4-yl)-3,6-dihydro-2H-pyran-2-yl)methyl)-1-(((S)-oxetan-2-yl)methyl)-1H-benzo[d]imidazole-6-carboxylic acid ClC=1C=CC(=NC1)C1(OC2=C(O1)C=CC=C2C2=CCC(OC2)CC2=NC1=C(N2C[C@H]2OCC2)C=C(C=C1)C(=O)O)C